NC1=NN2C(C=CC(=C2)C=2C=CC(=C(C2)NC(=O)N2OCC[C@H]2C2=CC=C(C=C2)C#N)C)=N1 (S)-N-(5-(2-amino-[1,2,4]triazolo[1,5-a]pyridin-6-yl)-2-methylphenyl)-3-(4-Cyanophenyl)isooxazolidine-2-carboxamide